OC(CN1CCC(CC1)C(=O)N)CSC1=CC=CC=C1 1-[2-hydroxy-3-(phenylthio)propyl]piperidine-4-carboxamide